6-(tert-butoxy)-N-(diphenylmethylidene)-1-[[2-(trimethylsilyl)ethoxy]methyl]-1H-pyrrolo[2,3-b]pyridin-5-amine C(C)(C)(C)OC1=C(C=C2C(=N1)N(C=C2)COCC[Si](C)(C)C)N=C(C2=CC=CC=C2)C2=CC=CC=C2